methyl (1S,3R)-3-aminocyclopentane-1-carboxylate N[C@H]1C[C@H](CC1)C(=O)OC